COC(=O)C1=NN(C=C1C#N)C1=C(C=C(C=C1C)Br)C 1-(4-bromo-2,6-dimethylphenyl)-4-cyano-1H-pyrazole-3-carboxylic acid methyl ester